C(C)(C)(C)OC(=O)N1CCC(CC1)C=1C=C2C=C(N=CC2=CC1Cl)NC(=O)C1CC12CCOCC2 tert-butyl-4-(7-chloro-3-(6-oxaspiro[2.5]octane-1-carboxamido)isoquinolin-6-yl)piperidine-1-carboxylate